dodecylenediamine C(CCCCCCCCCCCN)N